3-bromo-N-(3-chloropropyl)-2-methylbenzamide BrC=1C(=C(C(=O)NCCCCl)C=CC1)C